1-((2R,5S)-4-(7-(3-amino-5-methyl-1H-indol-4-yl)-6-chloro-2-(3-(dimethylamino)azetidin-1-yl)-8-fluoroquinazolin-4-yl)-2,5-dimethylpiperazin-1-yl)prop-2-en-1-one NC1=CNC2=CC=C(C(=C12)C1=C(C=C2C(=NC(=NC2=C1F)N1CC(C1)N(C)C)N1C[C@H](N(C[C@@H]1C)C(C=C)=O)C)Cl)C